6-(3-fluorobenzyl)-2-methyl-N-((2-methyloxazol-4-yl)methyl)-5-oxo-5,6-dihydro-1,6-naphthyridine-3-carboxamide FC=1C=C(CN2C(C=3C=C(C(=NC3C=C2)C)C(=O)NCC=2N=C(OC2)C)=O)C=CC1